4-(4-ethylphenyl)-2-(4-(trifluoromethyl)phenyl)-2-((trimethylsilyl)oxy)but-3-enenitrile C(C)C1=CC=C(C=C1)C=CC(C#N)(O[Si](C)(C)C)C1=CC=C(C=C1)C(F)(F)F